5-methyl-7-{3-[(methylamino)oxy]azetidin-1-yl}-4-oxo-1-(1,3-thiazol-2-yl)-1,4-dihydro-1,8-naphthyridine-3-carboxylic acid CC1=C2C(C(=CN(C2=NC(=C1)N1CC(C1)ONC)C=1SC=CN1)C(=O)O)=O